C[C@@]12C[C@H](N([C@H]2C1)C(CNC(C1=CC=C(C=C1)OC1=CC=CC=C1)=O)=O)C(=O)NCC=1SC=C(C1)C(=S)NC (1S,3S,5S)-5-methyl-N-((4-(methylaminothiocarbonyl)thiophen-2-yl)methyl)-2-((4-phenoxybenzoyl)glycyl)-2-azabicyclo[3.1.0]hexane-3-carboxamide